COCC(=O)O[Si](OC(C)=O)(OC(C)=O)CC1=CC=CC=C1 Methoxybenzyl-triacetoxysilane